1-{[(2S)-4,4-dimethyl-5-oxopyrrolidin-2-yl]methoxy}-7-(propan-2-yloxy)isoquinoline-6-carboxamide CC1(C[C@H](NC1=O)COC1=NC=CC2=CC(=C(C=C12)OC(C)C)C(=O)N)C